NC=1SC(=NN1)OCCOC1=CC=C(C=C1)Cl 2-amino-5-(2-(4-chlorophenoxy)ethoxy)-1,3,4-thiadiazole